1-((2-((4,4-difluorocyclohexyl)amino)-6-(3-methyl-1H-pyrazol-1-yl)pyridin-4-yl)methyl)pyrrolidin-2-one FC1(CCC(CC1)NC1=NC(=CC(=C1)CN1C(CCC1)=O)N1N=C(C=C1)C)F